3-(3,4-dihydroxyl-phenyl)-propionaldehyde OC=1C=C(C=CC1O)CCC=O